N,N'-bis-[3-(p-cumyl-benzylsulfonyloxy)phenyl]urea C(C)(C)(C1=CC=CC=C1)C1=CC=C(CS(=O)(=O)OC=2C=C(C=CC2)NC(=O)NC2=CC(=CC=C2)OS(=O)(=O)CC2=CC=C(C=C2)C(C)(C)C2=CC=CC=C2)C=C1